15-pentadecanoic acid CCCCCCCCCCCCCCC(=O)O